N-(2-fluoro-3-trifluoromethylphenyl)-3-tert-butyl-1-N-pentyl-1H-imidazole-5-carboxamide FC1=C(C=CC=C1C(F)(F)F)NC(=O)C1=CN(CN1CCCCC)C(C)(C)C